methyl 2-[3-(2-{3-[3-(2-hydroxyphenyl)cinnolin-7-yl]azetidin-1-yl}pyrimidin-5-yl)-1,2-oxazol-5-yl]-3-methylbutanoate OC1=C(C=CC=C1)C=1N=NC2=CC(=CC=C2C1)C1CN(C1)C1=NC=C(C=N1)C1=NOC(=C1)C(C(=O)OC)C(C)C